(methylsulfonyl)-L-prolyl chloride CS(=O)(=O)N1[C@@H](CCC1)C(=O)Cl